diazepine nitrogen [N].N1N=CC=CC=C1